O=C1NC(CC[C@@H]1N1C(C2=CC=C3C(=C2C1)OCC31C(CN(CC1)CC=1C=NN(C1)C1=CC=C(C#N)C=C1)(F)F)=O)=O 4-(4-((7-((S)-2,6-dioxopiperidin-3-yl)-3',3'-difluoro-6-oxo-7,8-dihydro-2H,6H-spiro[furo[2,3-e]isoindol-3,4'-piperidin]-1'-yl)methyl)-1H-pyrazol-1-yl)benzonitrile